N-((4-fluorobenzo[d]isothiazol-7-yl)methyl)-[2,3'-bipyridin]-2'-amine FC1=CC=C(C2=C1C=NS2)CNC2=NC=CC=C2C2=NC=CC=C2